(S)-6-ethyl-2-((4-((2-hydroxy-1-phenylethyl)amino)-5-(3-(quinuclidin-4-yl)-1,2,4-oxadiazol-5-yl)pyridin-2-yl)amino)-7,7-dimethyl-6,7-dihydro-5H-pyrrolo[3,4-b]pyridin-5-one C(C)N1C(C2=NC(=CC=C2C1=O)NC1=NC=C(C(=C1)N[C@H](CO)C1=CC=CC=C1)C1=NC(=NO1)C12CCN(CC1)CC2)(C)C